tert-butyl (R)-4-(2-(3-(3-((4-bromobenzyl)(cyclopropyl)carbamoyl)piperidin-1-yl)-2-fluorophenoxy)-2-methylpropanoyl)piperazine-1-carboxylate BrC1=CC=C(CN(C(=O)[C@H]2CN(CCC2)C=2C(=C(OC(C(=O)N3CCN(CC3)C(=O)OC(C)(C)C)(C)C)C=CC2)F)C2CC2)C=C1